C(C)C(C(=O)N)=C ethyl-acrylic acid amide